1-((4-([1,1'-biphenyl]-2-yl)-1H-inden-1-yl)dimethylsilyl)-3-(pentan-2-yl)-1,5,6,7-tetrahydro-s-indacen C1(=C(C=CC=C1)C1=C2C=CC(C2=CC=C1)[Si](C1C=C(C2=CC=3CCCC3C=C12)C(C)CCC)(C)C)C1=CC=CC=C1